[Ge].[Si].[Y] Yttrium silicon germanium